C[N+]1C=CC=C(C(N)=O)C=1 trigonellamide